2-([2-(DIMETHYLAMINO)PHENYL]CARBAMOYL)CYCLOPROPANE-1-CARBOXYLIC ACID CN(C1=C(C=CC=C1)NC(=O)C1C(C1)C(=O)O)C